2-(4-chloro-2-fluorophenyl)-2,6-diazaspiro[3.3]heptane TFA salt OC(=O)C(F)(F)F.ClC1=CC(=C(C=C1)N1CC2(C1)CNC2)F